BrC(C(C(CCCC)=O)Br)C1=CC=CC=C1 1,2-dibromo-1-phenylheptan-3-one